2-amino-6-methyl-3,5-pyridine-dicarboxylic acid NC1=NC(=C(C=C1C(=O)O)C(=O)O)C